BrC1=CC=C(C=C1)C1=NNC(=C1)C(=O)N 3-p-bromophenyl-1H-pyrazole-5-carboxamide